(2-ethylamino)propyltrimethoxysilane CCNCCC[Si](OC)(OC)OC